FC(C(CC(C(F)(F)F)=O)=O)(F)F 1,1,1,5,5,5-hexafluoro-2,4-pentandione